benzyl (S)-2-((R)-3-((tert-butoxycarbonyl) amino)-2-oxopyrrolidin-1-yl)-3-methylbutanoate C(C)(C)(C)OC(=O)N[C@H]1C(N(CC1)[C@H](C(=O)OCC1=CC=CC=C1)C(C)C)=O